1,3-dioxoisoindolin-2-yl isobutyrate C(C(C)C)(=O)ON1C(C2=CC=CC=C2C1=O)=O